N=1C=NN2C1C=C(C=C2)OC2=C(C(=C(C=C2)NC=2C1=C(N=CN2)C=CC(=N1)OC1CCN(CC1)C(=O)OC(C)(C)C)F)C tert-butyl 4-((4-((4-([1,2,4]triazolo[1,5-a]pyridin-7-yloxy)-2-fluoro-3-methylphenyl)amino)pyrido[3,2-d]pyrimidin-6-yl)oxy)piperidine-1-carboxylate